1-methylpiperidine hydrochloride Cl.CN1CCCCC1